C1(CCC1)CNCC=1C=C(C2=C(N=C(O2)C2=NC(=CC(=C2)C2=C(C=C(C#N)C=C2)C2=NN=CN2C)C2CC2)C1)F 4-[2-(5-{[(cyclobutylmethyl)amino]methyl}-7-fluoro-1,3-benzooxazol-2-yl)-6-cyclopropylpyridin-4-yl]-3-(4-methyl-1,2,4-triazol-3-yl)benzonitrile